ClC=1N=C(C2=C(N1)C=C(S2)NC(OC(C)(C)C)=O)N2CCOCC2 tert-Butyl 2-chloro-4-morpholinothieno[3,2-d]pyrimidin-6-ylcarbamate